methyl 2-((4-(methylcarbamoyl) phenyl) amino)-7-((3-(N-methylmethylsulfonylamino) pyrazin-2-yl) methyl)-7H-pyrrolo[2,3-d]pyrimidine-6-carboxylate CNC(=O)C1=CC=C(C=C1)NC=1N=CC2=C(N1)N(C(=C2)C(=O)OC)CC2=NC=CN=C2N(C)S(=O)(=O)C